C(C=C)(=O)N1[C@H](CN(CC1)C1=CC(=NC=2CN(CCC12)C1=CC=CC2=CC=CC=C12)C(=O)N[C@H](CN)C)CC#N 4-((S)-4-acryloyl-3-(cyanomethyl)piperazin-1-yl)-N-((S)-1-aminopropan-2-yl)-7-(naphthalen-1-yl)-5,6,7,8-tetrahydro-1,7-naphthyridine-2-carboxamide